N1-(2-(6-(4-chloro-2-fluorophenyl)-2,6-diazaspiro[3.3]heptan-2-yl)phenyl)-N4,N4-dimethylbenzene-1,4-disulfonamide ClC1=CC(=C(C=C1)N1CC2(CN(C2)C2=C(C=CC=C2)NS(=O)(=O)C2=CC=C(C=C2)S(=O)(=O)N(C)C)C1)F